C(C)(C)(C)OC(=O)N1N=C(C=C1)OCC1[C@H]2CC[C@@H](C1)C2 3-[[(1S,4R)-norcamphan-2-yl]methoxy]pyrazole-1-carboxylic acid tert-butyl ester